C1(=CC=C(C2=CC3=CC=CC=C3C=C12)O)O 1,4-anthracenediol